N-methyl-1-aminobutane-2-ol CNCC(CC)O